1-[3-(4-Bromo-2-methyl-2H-pyrazol-3-yl)-4-(2-dimethylamino-ethoxy)-phenyl]-3-(4-chloro-3-hydroxy-phenyl)-urea BrC1=C(N(N=C1)C)C=1C=C(C=CC1OCCN(C)C)NC(=O)NC1=CC(=C(C=C1)Cl)O